sodium 2-(((1r,4r)-4-(((4-chlorophenyl)(phenyl)carbamoyloxy)methyl)cyclohexyl)methoxy)acetate hydrate O.ClC1=CC=C(C=C1)N(C(=O)OCC1CCC(CC1)COCC(=O)[O-])C1=CC=CC=C1.[Na+]